3-(difluoromethyl)-9-methyl-3,4,7,16-tetraazatricyclo[12.3.1.02,6]Octadeca-1(18),2(6),4,14,16-pentaen-8-one FC(N1C=2C=3C=NC=C(CCCCC(C(NC2C=N1)=O)C)C3)F